O1C=C(C2=C1C=CC=C2)C[C@H](NC(CC=2C=C1OCC3(CCCCC3)OC1=CC2)=O)B(O)O (R)-(2-(benzofuran-3-yl)-1-(2-(4-oxaspiro[chroman-2,1'-cyclohexane]-6-yl)acetamido)ethyl)boronic acid